1,9-dicyano-nonane C(#N)CCCCCCCCCC#N